ClC=1C=C(NC2(CCC3([C@@H](CC4=CC=C(C=C34)COC)C[C@H](CO)C)CC2)C(=O)OC)C=CC1 methyl (1r,2'R,4R)-4-(3-chloroanilino)-2'-[(2R)-3-hydroxy-2-methylpropyl]-6'-(methoxymethyl)-2',3'-dihydrospiro[cyclohexane-1,1'-indene]-4-carboxylate